2-bromo-7-chloro-11,11-dimethyl-11H-benzo[b]fluorene BrC=1C=CC=2C=3C=C4C(=CC3C(C2C1)(C)C)C=CC(=C4)Cl